5-(trifluoromethyl)-2-methylbenzonitrile FC(C=1C=CC(=C(C#N)C1)C)(F)F